ClC1=NC=CC(=C1NC(C1=C(C=C(C(=C1)F)N=C(C1=CC=CC=C1)C1=CC=CC=C1)O[C@H](C(F)(F)F)C)=O)C (S)-N-(2-Chloro-4-methylpyridin-3-yl)-4-((diphenylmethylene)amino)-5-fluoro-2-((1,1,1-trifluoropropan-2-yl)oxy)benzamide